N[C@H](C(=O)O)CC1=CC=C(C=C1)C1=CC2=C(N=CO2)C=C1 (S)-2-amino-3-(4-(benzo[d]oxazol-6-yl)phenyl)propanoic acid